The molecule is an N-acylglycine with an acyl group that is undecanoyl. It has a role as a metabolite. It is a N-acylglycine and a fatty amide. It derives from a glycine and an undecanoic acid. CCCCCCCCCCC(=O)NCC(=O)O